[Si](OC1=CC=C(C=C1)C(C)(C)C)([O-])([O-])[O-] (p-tert-butyl-phenyl) silicate